5-amino-8-bromo-7-phenyl-2-(3,3,3-trifluoropropyl)-[1,2,4]triazolo[4,3-c]pyrimidin-3(2H)-one NC1=NC(=C(C=2N1C(N(N2)CCC(F)(F)F)=O)Br)C2=CC=CC=C2